Cl[Si](CCCCCCCC)(C(C)C)C(C)C chlorobis(1-methylethyl)octylsilane